phenylquinolin C1(=CC=CC=C1)C1=NC2=CC=CC=C2C=C1